7,7-dimethyl-4,5-dihydro-2H-pyrano[3,4-c]pyrazole-3-carboxylic acid CC1(OCCC=2C1=NNC2C(=O)O)C